C(=O)(OC(C)(C)C)NC(=O)OCCCCN1C2=C(N(C(C3=C1C=C(C=C3)Cl)=O)CCOC3OCCCC3)C=CC=C2 tert-butyl {4-[3-chloro-10-[2-(tetrahydro-2H-pyran-2-yloxy)ethyl]-11-oxo-10,11-dihydro-5H-dibenzo[b,e][1,4]diazepin-5-yl]butyl} imidodicarbonate